[NH4+].B([O-])([O-])[O-].[NH4+].[NH4+] boric acid, ammonium salt